C(#N)C(CNC=1C(=CC=C2C=CC(=CC12)C1=CC=CC(=N1)C(=O)NC1CCC(CC1)N1CC2(COC2)C1)OC)=C 6-{8-[(2-cyano-2-methylideneethyl)amino]-7-methoxynaphthalen-2-yl}-N-[(1r,4r)-4-{2-oxa-6-azaspiro[3.3]heptan-6-yl}cyclohexyl]pyridine-2-carboxamide